4-(5-(3-((2-(3-carboxy-3-methylbutanoyl)-6-methoxybenzo[b]thiophen-5-yl)oxy)propoxy)-6-methoxyisoindolin-2-yl)-2,2-dimethyl-4-oxobutanoic acid C(=O)(O)C(CC(=O)C1=CC2=C(S1)C=C(C(=C2)OCCCOC=2C=C1CN(CC1=CC2OC)C(CC(C(=O)O)(C)C)=O)OC)(C)C